C1(CCCCC1)C1=C(C(=CC=C1)C)O 2-cyclohexyl-6-methyl-phenol